C1(CC1)C1=NN=C(O1)C=1C=C(N)C=CC1 3-(5-Cyclopropyl-1,3,4-oxadiazol-2-yl)aniline